NCCOCCOCCC1=C(C(=O)NC=2SC(=C(N2)C)[N+](=O)[O-])C=CC(=C1)C(=O)N 2-(2-(2-(2-aminoethoxy)ethoxy)ethyl)-N1-(4-methyl-5-nitrothiazol-2-yl)terephthalamide